4-methaneSulfonylphenyldiphenylsulfonium 2-bicyclo[2.2.1]hept-2-yl-1,1,2,2-tetrafluoroethanesulfonate C12C(CC(CC1)C2)C(C(S(=O)(=O)[O-])(F)F)(F)F.CS(=O)(=O)C2=CC=C(C=C2)[S+](C2=CC=CC=C2)C2=CC=CC=C2